1-(methoxymethyl)-3-(((2r,3s)-2-methyloxetan-3-yl)oxy)-4-nitro-1H-pyrazole COCN1N=C(C(=C1)[N+](=O)[O-])O[C@@H]1[C@H](OC1)C